N(=[N+]=[N-])CC1=CC=C(C=C1)N(C(OC(C)(C)C)=O)[C@@H]1C[C@@H](N(C2=CC=CC=C12)C(CC)=O)C tert-butyl (4-(azidomethyl)phenyl)((2S,4R)-2-methyl-1-propionyl-1,2,3,4-tetrahydroquinolin-4-yl)carbamate